2-(7-METHYL-3-OXO-2H-BENZO[B][1,4]THIAZIN-4(3H)-YL)-N-(5-(PYRIDIN-2-YL)-4H-1,2,4-TRIAZOL-3-YL)ACETAMIDE CC=1C=CC2=C(SCC(N2CC(=O)NC2=NN=C(N2)C2=NC=CC=C2)=O)C1